CC1(OB(OC1(C)C)C1=CC=C(C=C1)C=C)C 4,4,5,5-tetramethyl-2-(4-vinylphenyl)-1,3,2-dioxaborolane